methyl (2-(5-chloro-3-fluoropyridin-2-yl)propan-2-yl)carbamate ClC=1C=C(C(=NC1)C(C)(C)NC(OC)=O)F